5-methyl-6-(4-nitrophenyl)-3-(tetrahydro-2H-pyran-4-yl)thieno[2,3-d]pyrimidine-2,4(1H,3H)-dione CC1=C(SC=2NC(N(C(C21)=O)C2CCOCC2)=O)C2=CC=C(C=C2)[N+](=O)[O-]